ClC=1C(=NC(=C(C1)Cl)Cl)OCC(=O)O 3,5,6-trichloro-2-pyridyloxyacetic acid